(4-(2-hydroxy-1-naphthyl)phenyl)zinc iodide [I-].OC1=C(C2=CC=CC=C2C=C1)C1=CC=C(C=C1)[Zn+]